COC1=CC=C(C=C1)C1=C2C(=C(N=N1)N[C@H]1CN(CCC1)C)C=NC=C2 (R)-1-(4-methoxyphenyl)-N-(1-methylpiperidin-3-yl)pyrido[3,4-d]pyridazin-4-amine